C(CCCCCCC\C=C/C\C=C/C\C=C/CC)(=O)[O-] (9Z,12Z,15Z)-octadeca-9,12,15-trienoate